2-methyl-4-vinyl-pyridine CC1=NC=CC(=C1)C=C